FC1=CC=C(C=C1)C=1N=C2N(C=CC=C2)C1C(=O)N1CCC(CC1)C=1N=CC(=NC1)C(=O)N(C)CCOC 5-(1-(2-(4-fluorophenyl)imidazo[1,2-a]pyridine-3-carbonyl)piperidin-4-yl)-N-(2-methoxyethyl)-N-methylpyrazine-2-carboxamide